(S)-3-(3-(1-amino-2,3-dihydro-1H-inden-5-yl)-5-(5-methylthiazol-2-yl)-3H-imidazo[4,5-b]pyridin-2-yl)pyridin-2-amine N[C@H]1CCC2=CC(=CC=C12)N1C(=NC=2C1=NC(=CC2)C=2SC(=CN2)C)C=2C(=NC=CC2)N